FC(C1=NN=C(O1)C1=CN=C(S1)CN(S(=O)(=O)C)C=1C=NC=C(C1)OC(F)(F)F)F N-({5-[5-(difluoromethyl)-1,3,4-oxadiazol-2-yl]-1,3-thiazol-2-yl}methyl)-N-[5-(trifluoromethoxy)pyridin-3-yl]methanesulfonamide